2,4,6-tris[2-methyl-(1-aziridinyl)]-1,3,5-triazine CC1N(C1)C1=NC(=NC(=N1)N1C(C1)C)N1C(C1)C